(Z,Z)-3,6-nonadien-1-ol C(C\C=C/C\C=C/CC)O